FC=1C(=NC=C(C1)C(F)(F)F)N1CC2CCC(C1)N2C(CCCC2=NNC(C1=CC=CC=C21)=O)=O 4-((3-(3-fluoro-5-(trifluoromethyl)pyridin-2-yl)-3,8-diazabicyclo[3.2.1]octan-8-yl)-4-oxobutyl)phthalazin-1(2H)-one